C(C)(C)(C)OC(=O)N1C[C@H](CCC1)NC1=NC=CC(=N1)C=1C(=NC=CC1)F (S)-3-(4-(2-fluoropyridin-3-yl)pyrimidin-2-ylamino)piperidine-1-carboxylic acid tert-butyl ester